(R)-4-((S)-10-propenoyl-2,4-difluoro-14-oxo-8,8a,9,10,11,12-hexahydro-7H,14H-pyrazino[1',2':5,6][1,5]diazocino[3,2,1-hi]indol-3-yl)-2-amino-7-fluorobenzo[b]thiophene-3-carbonitrile C(C=C)(=O)N1C[C@H]2N(C(C=3C=C(C(=C4C(=CN(C34)CC2)F)C2=CC=C(C=3SC(=C(C32)C#N)N)F)F)=O)CC1